[Si].[Bi].[Pb] lead bismuth silicon